CC1(C2=CC(=CC=C2C=2C=CC(=CC12)N1C2=CC=CC=C2C=2C=CC=CC12)N1C2=CC=CC=C2C=2C=CC=CC12)C 9,9'-(9,9-dimethyl-9H-fluorene-2,7-diyl)bis(9H-carbazole)